C(C1=CC=CC=C1)N1C(CN(CC1)C1=CC=C(C=C1)C1=NC=2C(=NC=C(C2NC2CCN(CC2)CC)Cl)N1)=O 1-Benzyl-4-(4-{6-chloro-7-[(1-ethylpiperidin-4-yl)amino]-3H-imidazo[4,5-b]pyridin-2-yl}phenyl)piperazin-2-one